N3-(6-chloro-4-methoxypyridin-3-yl)-N1-(2-hydroxyethyl)-3-(2-isopropylphenyl)azetidine-1,3-dicarboxamide ClC1=CC(=C(C=N1)NC(=O)C1(CN(C1)C(=O)NCCO)C1=C(C=CC=C1)C(C)C)OC